(6-Amino-4-cyclopropoxy-3',4',5',6'-tetrahydro-2'H-[3,4']bipyridinyl-1'-yl)-[5-(phenoxy)-4-methoxy-pyridin-2-yl]-methanone NC1=CC(=C(C=N1)C1CCN(CC1)C(=O)C1=NC=C(C(=C1)OC)OC1=CC=CC=C1)OC1CC1